C1(CC1)C1=C(C(=NO1)C1=C(C=CC=C1Cl)Cl)CO[C@H]1[C@@H]2CN[C@H](C1)C2 (1S,4S,5R)-5-[[5-cyclopropyl-3-(2,6-dichlorophenyl)-1,2-oxazol-4-yl]methoxy]-2-azabicyclo[2.2.1]heptane